COC1=CC=C(C=C1)N[C@@H](C)C(=O)O N-(4-methoxyphenyl)alanine